CNC(=O)[C@H]1N(C2=CC=CC=C2C1)C(=O)OC(C)(C)C (S)-tert-butyl 2-(methylcarbamoyl)indoline-1-carboxylate